3-oxa-8-thiabicyclo[3.2.1]octane-2,4-dione C12C(OC(C(CC1)S2)=O)=O